Tert-butyl ((1s,4s)-4-((3-((1-(3-(4-methoxyphenyl)-1,2,4-oxadiazol-5-yl)piperidine-4-carboxamido)methyl)pyrrolidin-1-yl)methyl)cyclohexyl)carbamate COC1=CC=C(C=C1)C1=NOC(=N1)N1CCC(CC1)C(=O)NCC1CN(CC1)CC1CCC(CC1)NC(OC(C)(C)C)=O